NC=1C=C(C=C(C1)C(F)(F)F)C(C)NC1=NC(=NC2=CC(=C(C=C12)OCCOCC1CC1)OC)C N-(1-(3-amino-5-(trifluoromethyl)phenyl)ethyl)-6-(2-(cyclopropylmethoxy)ethoxy)-7-methoxy-2-methylquinazolin-4-amine